7-(8-chloro-1-naphthyl)-2-[[(2S)-1-methylpyrrolidin-2-yl]methoxy]-6,8-dihydro-5H-pyrido[3,4-d]pyrimidin ClC=1C=CC=C2C=CC=C(C12)N1CC=2N=C(N=CC2CC1)OC[C@H]1N(CCC1)C